C(C)OC(=O)C1=NC(=NC(=C1Cl)C)Cl 2,5-Dichloro-6-methylpyrimidine-4-carboxylic acid ethyl ester